NC=1N=C(SC1C(=O)C1=NC(=NO1)C1=CC(=CC=C1)F)N(C1=CC=C(C=C1)F)C(C(=O)N)C (N-[4-Amino-5-[3-(3-fluorophenyl)-1,2,4-oxadiazol-5-carbonyl]thiazol-2-yl]-4-fluoroanilino)propanamid